N-[(1H-benzimidazol-2-yl)methyl]-8-ethyl-2-(morpholin-4-yl)pyrazolo[1,5-a][1,3,5]triazin-4-amine N1C(=NC2=C1C=CC=C2)CNC2=NC(=NC=1N2N=CC1CC)N1CCOCC1